C(C)C1=CC=C(C(=O)OC(CC)C(C(CC)OC(C2=CC=C(C=C2)CC)=O)CC)C=C1 4-ethyl-3,5-heptanediol bis(4-ethylbenzoate)